OC1=CC=C(C=C1)CCNC(=O)C1=CC2=C(N(C=N2)CCOC)C=C1 N-(4-hydroxyphenylethyl)-1-(2-methoxyethyl)-1H-benzo[d]imidazole-5-carboxamide